C[Si](OC(O[Si](C)(C)C)[SiH2]OCCCCCCCCN)(C)C 8-bis(trimethylsiloxy)methylsiloxyoctanamine